(4R)-4-phenyl-2-(trifluoromethyl)oxazolidine-2-carboxylic acid ethyl ester C(C)OC(=O)C1(OC[C@H](N1)C1=CC=CC=C1)C(F)(F)F